[In]=[Te].[Al] aluminum indium telluride